OCCOCCNC(C1=CC(C(=O)N[C@H](C)C2=CC=CC3=CC=CC=C23)=CC=C1)=O (R)-N1-(2-(2-hydroxyethoxy)ethyl)-N3-(1-(naphthalen-1-yl)ethyl)isophthalamide